N-(1-((tert-butyldimethylsilyl)oxy)prop-2-ylidene)-2-methylpropane-2-sulfonamide [Si](C)(C)(C(C)(C)C)OCC(C)=NS(=O)(=O)C(C)(C)C